(S)-quinuclidin-3-yl (5-(3-(tert-butyl)-5-methylphenyl)-2,2-dimethyl-2,3-dihydro-1H-inden-1-yl)carbamate C(C)(C)(C)C=1C=C(C=C(C1)C)C=1C=C2CC(C(C2=CC1)NC(O[C@@H]1CN2CCC1CC2)=O)(C)C